N-methyl-N-(2,3,5-trifluorobenzyl)trimethylacetamide CN(C(C(C)(C)C)=O)CC1=C(C(=CC(=C1)F)F)F